(1R,3S,5S,6S)-6-fluoro-8-azabicyclo[3.2.1]octan F[C@@H]1[C@@H]2CCC[C@H](C1)N2